C(C)(C)(C)C1=C(C=CC=C1)[C@H]1NCCC1 (2S)-2-(2-tert-butylphenyl)pyrrolidine